The molecule is a phosphonic ester that is the monoethyl ester of phosphonic acid. A fungicide used (as its aluminium salt) for various horticultural crops used to control a range of diseases including Phytophthora, Pythium and Plasmopara. It has a role as an antifungal agrochemical. It is a conjugate acid of a fosetyl(1-). CCO[P+](=O)O